C1CC12NCCN(C2)CC2=C(N=C1N2C=CC=C1)C 3-(4,7-Diazaspiro[2.5]octan-7-ylmethyl)-2-methyl-imidazo[1,2-a]pyridine